NC=1C2=C(N=C(N1)Cl)N(C=C2C=2SC=CN2)[C@H]2[C@@H]([C@@H]([C@H](C2)C2CCN(CC2)CC2=CC=CC=C2)O)O (1R,2S,3R,5R)-3-[4-amino-2-chloro-5-(1,3-thiazol-2-yl)pyrrolo[2,3-d]pyrimidin-7-yl]-5-(1-benzylpiperidin-4-yl)cyclopentane-1,2-diol